6-bromo-4,7-difluoro-1-(2,2,2-trifluoroethyl)-1H-indazole BrC1=CC(=C2C=NN(C2=C1F)CC(F)(F)F)F